FC1(CCC(CC1)[C@@H](C=1N=C2N(N=C(C(=N2)C(C)(C)F)C[C@@H]2C(NC[C@@H](C2)C(F)(F)F)=O)C1)NC(OCC1=CC=CC=C1)=O)F benzyl ((S)-(4,4-difluorocyclohexyl)(3-(2-fluoropropan-2-yl)-2-(((3R,5R)-2-oxo-5-(trifluoromethyl)piperidin-3-yl)methyl)imidazo[1,2-b][1,2,4]triazin-6-yl)methyl)carbamate